C1(CC1)CNC1(CN(C1)C1=NC=C(C=C1C#N)C1=NN(C2=CC=C(C(=C12)F)O[C@H](C)C1=C(C=NC=C1Cl)Cl)C1OCCCC1)C [3-(cyclopropylmethylamino)-3-methyl-azetidin-1-yl]-5-[5-[(1R)-1-(3,5-dichloro-4-pyridinyl)ethoxy]-4-fluoro-1-tetrahydropyran-2-yl-indazol-3-yl]pyridine-3-carbonitrile